6-chloro-1-methyl-1H-pyrazolo[4,3-C]pyridin-3-amine ClC1=CC2=C(C=N1)C(=NN2C)N